BrC1=CN=C2N1C=CC(=C2)C2=NC(=NO2)C2=CC=C(C=C2)B2OC(C(O2)(C)C)(C)C 5-(3-Bromoimidazo[1,2-a]pyridin-7-yl)-3-(4-(4,4,5,5-tetramethyl-1,3,2-dioxaborolan-2-yl)phenyl)-1,2,4-oxadiazole